(S)-1-(2,3,4,4a,5,6-hexahydro-1H-benzo[b]pyrazino[1,2-d][1,4]oxazepine-9-yl)dihydropyrimidine-2,4(1H,3H)-dione C1CNC[C@H]2N1C1=C(OCC2)C=C(C=C1)N1C(NC(CC1)=O)=O